lead-boron-zinc [Zn].[B].[Pb]